5-dodecyl-1-(4-vinylbenzyl)-1H-tetrazole C(CCCCCCCCCCC)C1=NN=NN1CC1=CC=C(C=C1)C=C